4-(tert-butyl)phenyl isocyanate C(C)(C)(C)C1=CC=C(C=C1)N=C=O